NC(CC[C@@H](COC=1C(=C(C=C(C1)C)CCCC(=O)OC)Cl)NC(=O)OC(C)(C)C)=O Methyl (S)-4-(3-((5-amino-2-((tert-butoxycarbonyl)amino)-5-oxopentyl)oxy)-2-chloro-5-methylphenyl)butanoate